4-(2-oxa-5-azabicyclo[2.2.1]hept-5-yl)-2,6-dichlorobenzoic acid methyl ester COC(C1=C(C=C(C=C1Cl)N1C2COC(C1)C2)Cl)=O